CC(C)NC(O[C@H]1C[C@H](CC1)C1=CC(=NN1)NC(CC1=NC=C(N=C1)C(F)(F)F)=O)=O (1R,3S)-3-[3-({[5-(tri-fluoromethyl)pyrazin-2-yl]acetyl}amino)-1H-pyrazol-5-yl]cyclopentyl propan-2-ylcarbamate